IC1=CC=C(C=C1)C=1OCC(N1)C1=C(C=CC(=C1)C)S(=O)(=O)OC Methyl (2-(4-iodophenyl)-4,5-dihydrooxazol-4-yl)4-methylbenzenesulfonate